(R)-5-chloro-N-(1-methylpiperidine-3-yl)pyrido[2,3-d]pyridazin-8-amine ClC1=C2C(=C(N=N1)N[C@H]1CN(CCC1)C)N=CC=C2